1-acetyl-3-((3-p-fluorophenoxyphenyl)methylene)piperazine-2,5-dione C(C)(=O)N1C(C(NC(C1)=O)=CC1=CC(=CC=C1)OC1=CC=C(C=C1)F)=O